2-(3,4-Dimethoxybenzylidene)-1-indanone COC=1C=C(C=C2C(C3=CC=CC=C3C2)=O)C=CC1OC